(3S,7aS)-3-(((6-(trifluoromethyl)pyrimidin-4-yl)oxy)methyl)tetrahydro-1H-pyrrolizine FC(C1=CC(=NC=N1)OC[C@@H]1CCC2=CCCN12)(F)F